8-[4-(1-aminocyclobutyl)phenyl]-9-phenyl[1,2,4]triazolo[3,4-f][1,6]naphthyridin-3(2H)-one NC1(CCC1)C1=CC=C(C=C1)C1=NC=2C=CN3C(C2C=C1C1=CC=CC=C1)=NNC3=O